3,3'-(3-(4,6-diphenyl-1,3,5-triazin-2-yl)-6-(4,6-diphenylpyrimidin-2-yl)-1,2-phenylene)bis(9-phenyl-9H-carbazole) C1(=CC=CC=C1)C1=NC(=NC(=N1)C1=CC=CC=C1)C=1C(=C(C(=CC1)C1=NC(=CC(=N1)C1=CC=CC=C1)C1=CC=CC=C1)C=1C=CC=2N(C3=CC=CC=C3C2C1)C1=CC=CC=C1)C=1C=CC=2N(C3=CC=CC=C3C2C1)C1=CC=CC=C1